ClC1=C(C=CC(=C1)NC1=NC=NC2=CC(=C3C(=C12)OCCO3)OCCCN(C)C)NC(=O)NC3CC3 1-(2-chloro-4-((5-(3-(dimethylamino)propoxy)-2,3-dihydro-[1,4]dioxino[2,3-f]quinazolin-10-yl)amino)phenyl)-3-cyclopropylurea